[Si](C)(C)(C(C)(C)C)OCCN1CCC(CC1)C=1C=CC2=C(NC(=N2)NC2=NC3=CC=C(C=C3N=C2)C(F)(F)F)C1 N-(6-(1-(2-((tert-butyldimethylsilyl)oxy)ethyl)piperidin-4-yl)-1H-benzo[d]imidazol-2-yl)-6-(trifluoromethyl)quinoxalin-2-amine